2-{6-cyclopropyl-4-[4-fluoro-2-(4-methyl-1,2,4-triazol-3-yl)phenyl]Pyridin-2-yl}-7-fluoro-1,3-benzoxazole-5-carboxylic acid methyl ester COC(=O)C=1C=C(C2=C(N=C(O2)C2=NC(=CC(=C2)C2=C(C=C(C=C2)F)C2=NN=CN2C)C2CC2)C1)F